(1R,2S)-1-(2-chlorophenyl)-1-(5-cyano-1-methyl-1H-pyrazol-4-yl)propan ClC1=C(C=CC=C1)[C@H](CC)C=1C=NN(C1C#N)C